6-methoxy-N-(1-methyl-2-oxo-1,2-dihydropyridin-3-yl)-2-((1r,4r)-4-(3-methyl-2-oxoimidazolidin-1-yl)cyclohexyl)-2H-indazole-5-carboxamide COC=1C(=CC2=CN(N=C2C1)C1CCC(CC1)N1C(N(CC1)C)=O)C(=O)NC=1C(N(C=CC1)C)=O